CNC=1N=CC(=C2C=C(N=CC12)NC(=O)C1CC1)C#CC1=CC=C(C=C1)O[C@H]1COCC1 (R)-N-(8-(methylamino)-5-((4-((tetrahydrofuran-3-yl)oxy)phenyl)ethynyl)-2,7-naphthyridin-3-yl)cyclopropanecarboxamide